FC(OC1=CC=C(C=C1)C1=CC=C2C(CCOC2=C1)NC(O[C@@H]1CN2CCC1CC2)=O)F (S)-quinuclidin-3-yl (7-(4-(difluoromethoxy)phenyl)chroman-4-yl)carbamate